ClC1=NC=C2NC(N(C2=N1)C1CCC(CC1)OC)=O 2-chloro-9-(4-methoxycyclohexyl)-7,9-dihydro-8H-purin-8-one